ClC=1C=C(C=CC1O)C1=CC=C(C=C1)N1N=CC2=CC=C(C=C12)O 1-(3'-Chloro-4'-hydroxy-[1,1'-biphenyl]-4-yl)-1H-indazol-6-ol